6-(p-tolyl)-2-naphthol C1(=CC=C(C=C1)C=1C=C2C=CC(=CC2=CC1)O)C